1,1-diphenyl-2-nitrohydrazine C1(=CC=CC=C1)N(N[N+](=O)[O-])C1=CC=CC=C1